3-[3-[[2-[5-[(4,6-difluoro-1H-indol-5-yl)oxy]-2-fluoro-phenyl]-1H-imidazol-5-yl]methyl]-2-fluoro-phenyl]propionic acid ethyl ester C(C)OC(CCC1=C(C(=CC=C1)CC1=CN=C(N1)C1=C(C=CC(=C1)OC=1C(=C2C=CNC2=CC1F)F)F)F)=O